3-(1-methyl-1,7-diazaspiro[3.5]nonan-7-yl)-2-nitroaniline CN1CCC12CCN(CC2)C=2C(=C(N)C=CC2)[N+](=O)[O-]